CN(C(CCCCCCCCC1C(C1)CCCCCCCC(=O)OCC)CCCCCCCC)C ethyl 8-{2-[9-(dimethylamino)heptadecyl]cyclopropyl}octanoate